5-chloro-4-hydroxy-1-methyl-2-oxo-N-phenylquinoline-3-carboxamide sodium salt [Na].ClC1=C2C(=C(C(N(C2=CC=C1)C)=O)C(=O)NC1=CC=CC=C1)O